ClC1=NC=C(C(=C1)C1OC2(C1)CCNCC2)C#CC=2C=NC=CC2 (2-chloro-5-(2-(3-pyridinyl)ethynyl)-4-pyridinyl)-1-oxa-7-azaspiro[3.5]nonane